N[C@](COC=1C=CC(=NC1C(F)F)C1=CC(=NC=C1)NC(OC)=O)(CC(C)C)C (S)-methyl (5-((2-amino-2,4-dimethylpentyl)oxy)-6-(difluoromethyl)-[2,4'-bipyridin]-2'-yl)carbamate